IC1=NN(C2=NC(=CN=C21)N2CCC1(C(CCO1)NC(OCC1=CC=CC=C1)=O)CC2)C2OCCCC2 benzyl (8-(3-iodo-1-(tetrahydro-2H-pyran-2-yl)-1H-pyrazolo[3,4-b]pyrazin-6-yl)-1-oxa-8-azaspiro[4.5]decan-4-yl)carbamate